(2R,3S,4R,5R)-5-{4-aminopyrrolo[2,1-f][1,2,4]triazin-7-yl}-5-cyano-4-hydroxy-2-[(propanoyloxy)methyl]oxolan-3-yl (2S)-2-{[(tert-butoxy)carbonyl]amino}-3-methylbutanoate C(C)(C)(C)OC(=O)N[C@H](C(=O)O[C@@H]1[C@H](O[C@@]([C@@H]1O)(C#N)C1=CC=C2C(=NC=NN21)N)COC(CC)=O)C(C)C